2-((6-bromo-3-vinylquinolin-4-yl)(methyl)amino)-4-(4-fluorophenyl)thiazole-5-carbonitrile BrC=1C=C2C(=C(C=NC2=CC1)C=C)N(C=1SC(=C(N1)C1=CC=C(C=C1)F)C#N)C